ClC=1C(=C(C=CC1F)N(C(OC1C(C=C(C=C1)C(F)(F)F)(C(F)(F)F)I)=O)C([2H])([2H])[2H])F 2-iodo-2,4-bis(trifluoromethyl)phenyl (3-chloro-2,4-difluorophenyl)(methyl-d3)carbamate